ClC1=NC(=NC(=N1)C)SC 2-chloro-4-methyl-6-(methylthio)-1,3,5-triazine